Tertbutyl (R,S)-(1-oxo-1-(((phenyl-d5)methyl-d2)amino)propan-2-yl)carbamate O=C([C@@H](C)NC(OC(C)(C)C)=O)NC([2H])([2H])C1=C(C(=C(C(=C1[2H])[2H])[2H])[2H])[2H]